OC1=C(C=C(C=C1)C1=CCC2(CN(C2)C(=O)OC(C)(C)C)CC1)C(F)(F)F tert-Butyl 7-(4-hydroxy-3-(trifluoromethyl)phenyl)-2-azaspiro[3.5]non-6-ene-2-carboxylate